4-(2-(2-aminopyridin-3-yl)-5-(4-fluorophenyl)-6-methyl-3H-imidazo[4,5-b]pyridin-3-yl)benzyl acetate C(C)(=O)OCC1=CC=C(C=C1)N1C(=NC=2C1=NC(=C(C2)C)C2=CC=C(C=C2)F)C=2C(=NC=CC2)N